FC(C1=C(C#N)C(=CC(=C1)CC(C)C)N1C[C@@H](N(CC1)CC=1SC(=NN1)C)C)F (3S)-2-(difluoromethyl)-4-isobutyl-6-(3-methyl-4-((5-methyl-1,3,4-thiadiazol-2-yl)methyl)piperazin-1-yl)benzonitrile